(2S)-10-((5-Chloro-2-(3-methyl-5-oxopiperidin-1-yl)pyrimidin-4-yl)amino)-2-cyclopropyl-3,3-difluoro-7-methyl-1,2,3,4-tetrahydro-[1,4]oxazepino[2,3-c]chinolin-6(7H)-on ClC=1C(=NC(=NC1)N1CC(CC(C1)=O)C)NC1=CC=2C3=C(C(N(C2C=C1)C)=O)OCC([C@@H](N3)C3CC3)(F)F